2-{[(2S)-4-{3-[(4-chloro-2-fluorobenzyl)oxy]pyrazin-2-yl}-2-methylpiperazin-1-yl]methyl}-3-methyl-3H-imidazo[4,5-b]pyridine-5-carboxylic acid trifluoroacetate FC(C(=O)O)(F)F.ClC1=CC(=C(COC=2C(=NC=CN2)N2C[C@@H](N(CC2)CC2=NC=3C(=NC(=CC3)C(=O)O)N2C)C)C=C1)F